C(CO)N(CCO)CCO nitrilotriethanol